2-chloro-4-ethylamino-6-isopropyl-amino-1,3,5-triazine ClC1N(C(=NC(=N1)NCC)C(C)C)N